C(C)N1C(=NN(C1=O)C1=NC(=C(C(=O)NC=2C(=NNC2)C)C=C1F)O[C@H](C(F)(F)F)C)CO (S)-6-(4-Ethyl-3-(hydroxymethyl)-5-oxo-4,5-dihydro-1H-1,2,4-triazol-1-yl)-5-fluoro-N-(3-methyl-1H-pyrazol-4-yl)-2-((1,1,1-trifluoropropan-2-yl)oxy)nicotinamide